FC1=C(CN2C3=C(C=C4N(C(C=5C=CC=C2C45)=O)C)C=CC=N3)C(=CC=C1)F 6-(2,6-difluorobenzyl)-1-methyl-1,6-dihydro-2H-pyrido[3',2':6,7]azepino[4,3,2-cd]isoindol-2-one